N-(2-fluoro-4-(8-methyl-2-(methylsulfonyl)imidazo[1',2':1,6]pyrido[2,3-d]pyrimidin-6-yl)phenyl)benzamide FC1=C(C=CC(=C1)C1=CC2=C(N=C(N=C2)S(=O)(=O)C)N2C1=NC(=C2)C)NC(C2=CC=CC=C2)=O